methyl 4-(trifluoromethylsulfonyloxy)cyclohex-3-ene-1-carboxylate FC(S(=O)(=O)OC1=CCC(CC1)C(=O)OC)(F)F